7-bromo-4-chloro-1-oxoisoindoline-2-carboxylic acid BrC=1C=CC(=C2CN(C(C12)=O)C(=O)O)Cl